C(C)(C)(C)OC(=O)NC=1SC(=C(N1)C(=O)OC)CCCO methyl 2-(tert-butoxycarbonylamino)-5-(3-hydroxypropyl)thiazole-4-carboxylate